[Na+].NC1=C(C=CC(=C1)N)S(=O)(=O)[O-] 2,4-diaminobenzenesulfonic acid sodium salt